(n-methyl methacrylate) imide CN=C(C(=C)C)[O-]